CN1C=CC=CC1=O N-methylpyridone